NC(C[C@@H](C)NC(=O)C=1C=NC2=C(C=CC=C2C1)C1=CCC(CC1)C(F)(F)F)=O N-((R)-4-amino-4-oxobutan-2-yl)-8-(4-(trifluoromethyl)cyclohex-1-en-1-yl)quinoline-3-carboxamide